3-((8-methoxy-2-(1-methyl-1H-pyrazol-4-yl)-2,3-dihydrobenzo[b][1,4]dioxin-6-yl)methyl)-3H-imidazo[4,5-b]pyridine COC1=CC(=CC2=C1OC(CO2)C=2C=NN(C2)C)CN2C=NC=1C2=NC=CC1